N-(3,5-diphenylpyrazin-2-yl)benzenesulfonamide C1(=CC=CC=C1)C=1C(=NC=C(N1)C1=CC=CC=C1)NS(=O)(=O)C1=CC=CC=C1